BrC1=CC=C(C(N1)=O)CN1C=NC(=C(C1=O)OC1=C(C#N)C=C(C=C1)Cl)C(F)(F)F ((1-((6-bromo-2-oxo-1,2-dihydropyridin-3-yl)methyl)-6-oxo-4-(trifluoromethyl)1,6-dihydropyrimidin-5-yl)oxy)-5-chlorobenzonitrile